[4-[2-((2S or R)-1,4-dioxan-2-yl)ethoxy]-2-fluoro-phenyl]acetic acid O1[C@H](COCC1)CCOC1=CC(=C(C=C1)CC(=O)O)F |o1:1|